5-(2-oxiranyl)pentyl 2-octyldecanoate C(CCCCCCC)C(C(=O)OCCCCCC1OC1)CCCCCCCC